2-(2-chlorophenyl)-2-(4-(difluoromethyl)pyridin-2-yl)acetamide ClC1=C(C=CC=C1)C(C(=O)N)C1=NC=CC(=C1)C(F)F